2-[1-[6-Methyl-4-oxo-2-[4-(1H-pyrrolo[2,3-b]pyridin-3-yl)-1-piperidyl]chromen-8-yl]ethylamino]benzoic acid CC=1C=C2C(C=C(OC2=C(C1)C(C)NC1=C(C(=O)O)C=CC=C1)N1CCC(CC1)C1=CNC2=NC=CC=C21)=O